FC(C1=CC=C(C=N1)C1=CC=C(C=C1)OS(=O)(=O)C(F)(F)F)(F)F [4-[6-(trifluoromethyl)-3-pyridyl]phenyl]trifluoromethanesulfonate